CN1C(CNCC=C1C#CC=1C=NN(C1)C)=O 1-methyl-7-((1-methyl-1H-pyrazol-4-yl)ethynyl)-2-oxo-1,2,3,4-tetrahydro-[1,4]diazepin